2-[[4-[5-cyclopropyl-2-(2H-tetrazol-5-yl)-3-pyridyl]piperazin-1-yl]methyl]-1,3-benzothiazole C1(CC1)C=1C=C(C(=NC1)C=1N=NNN1)N1CCN(CC1)CC=1SC2=C(N1)C=CC=C2